isopropylidenediphenol diphosphite OP(O)OP(O)O.C(C)(C)(C1=C(C=CC=C1)O)C1=C(C=CC=C1)O